NC=1C=C(C=CC1F)C(C=1C=C(C#N)C=CC1)O 3-((3-amino-4-fluorophenyl)(hydroxy)methyl)benzonitrile